FC(OC1=C(C=C(C=C1)C=1OC=C(N1)CNC(C1=C(C=CC=C1)OCC)=O)OC(C)C)F N-({2-[4-(difluoromethoxy)-3-(prop-2-yloxy)phenyl]-1,3-oxazol-4-yl}methyl)-2-ethoxybenzamide